N(=[N+]=[N-])C(C)(CC)C1=CN=C(C2=CN=C(C=C12)Cl)OC 4-(2-azidobut-2-yl)-6-chloro-1-methoxy-2,7-naphthyridine